3-(tert-butyl)-1-(3-chloropyridin-2-yl)-1H-pyrazole-5-carbonyl chloride C(C)(C)(C)C1=NN(C(=C1)C(=O)Cl)C1=NC=CC=C1Cl